C(C)(C)(C)OC(=O)N1CC2=CC(=CC=C2CC1)O[C@H](C)C1=C(C=C(C=C1)C#N)F (R)-7-(1-(4-cyano-2-fluorophenyl)ethoxy)-3,4-dihydroisoquinoline-2(1H)-carboxylic acid tert-butyl ester